3-(2-(pyridin-3-yl)morpholino)-7,8-dihydro-1,6-naphthyridin N1=CC(=CC=C1)C1OCCN(C1)C=1C=NC=2CCN=CC2C1